C1(CC1)NS(=O)(=O)C=1C=C2C(N(C=3N(C2=CC1)[C@@H](CN3)C)CC3=C(N=C(S3)C)C)=O (R)-N-cyclopropyl-4-((2,4-dimethylthiazol-5-yl)methyl)-1-methyl-5-oxo-1,2,4,5-tetrahydro-imidazo[1,2-a]quinazoline-7-sulfonamide